C(C)O[C@@H]1C[C@H](NCC1)C1=CC=C(C=C1)N1CS(C2=C1C=CC=C2)(=O)=O 3-{4-[(2S,4S)-4-ethoxypiperidin-2-yl]phenyl}-2H-benzothiazole-1,1-dione